OC=1C(=CNC(C1)=O)C(=O)OCC ethyl 4-hydroxy-6-oxo-1,6-dihydropyridine-3-carboxylate